FC=1C=C2C(C[C@@H](OC2=CC1F)C(=O)O)=O (R)-6,7-difluoro-4-oxochromane-2-carboxylic acid